(S)-2-((8-methylphenazin-6-yl)methyl)pyrrolidine-1-carboxylic acid tert-butyl ester C(C)(C)(C)OC(=O)N1[C@@H](CCC1)CC1=C2N=C3C=CC=CC3=NC2=CC(=C1)C